(S)-(2-((6,6-dimethylpiperidin-3-yl)amino)-5,6,7,8-tetrahydropyrimido[4',5':3,4]cyclohepta[1,2-b]indol-9-yl)dimethylphosphine CC1(CC[C@@H](CN1)NC=1N=CC2=C(C3=C(NC=4C(=CC=CC34)P(C)C)CCC2)N1)C